1-Benzyl-3-(4-bromopyridin-2-yl)urea C(C1=CC=CC=C1)NC(=O)NC1=NC=CC(=C1)Br